C(C)C1=CC=C(CC2C(CCC2)=O)C=C1 2-(4-ethylbenzyl)-1-cyclopentanone